2-((S)-1-acryloyl-4-((S)-6'-oxo-3,4,5',8'-tetrahydro-2H,6'H-spiro[naphthalene-1,7'-pyrido[3,2-d]pyrimidin]-4'-yl)piperazin-2-yl)acetonitrile C(C=C)(=O)N1[C@H](CN(CC1)C=1C2=C(N=CN1)C[C@@]1(C(N2)=O)CCCC2=CC=CC=C21)CC#N